CN1C(=NC=C1)NC1=CC=C2C(NC(=NC2=C1)CSC1CCOCC1)=O 7-((1-Methyl-1H-imidazol-2-yl)amino)-2-(((tetrahydro-2H-pyran-4-yl)thio)methyl)quinazolin-4(3H)-one